3-(4-((3-amino-6-(2,5-dimethyl-1,2,3,4-tetrahydroisoquinolin-7-yl)pyrazine-2-Yl)oxy)-1H-pyrazol-1-yl)propionitrile NC=1C(=NC(=CN1)C1=CC(=C2CCN(CC2=C1)C)C)OC=1C=NN(C1)CCC#N